OCCCCCCCCCN1C(C2=CC=CC=C2C1=O)=O 2-(9-Hydroxynonyl)isoindoline-1,3-dione